C(C=C)(=O)OCCNC(=O)OC1=C(C2=CC=CC=C2C=C1)C1=C(C=CC2=CC=CC=C12)OC(NCCCCCC)=O 2-{[({2'-[(Hexylcarbamoyl)oxy]-1,1'-binaphthyl-2-yl}oxy)carbonyl]amino}ethyl acrylat